(5-(3,3-Difluorocyclohexyl)-2-methyl-1,2,3,4-tetrahydroisoquinolin-7-yl)carbamic acid tert-butyl ester C(C)(C)(C)OC(NC1=CC(=C2CCN(CC2=C1)C)C1CC(CCC1)(F)F)=O